OC1=CC=2[C@H]3CC[C@@]4(C(CC[C@H]4[C@@H]3CCC2C=C1O)=O)C (8R,9S,13S,14S)-2,3-dihydroxy-13-methyl-7,8,9,11,12,14,15,16-octahydro-6H-cyclopenta[a]phenanthren-17-one